benzyl 3-isobutyloxy-1-isopropyl-2,2-dimethylpropyl phthalate oxybis(ethane-2,1-diyl)dibenzoate diisodecyl-phthalate C(CCCCCCC(C)C)OC(C=1C(C(=O)OCCCCCCCC(C)C)=CC=CC1)=O.O(CCC1=C(C(=O)O)C=CC=C1)CCC1=C(C(=O)O)C=CC=C1.C(C=1C(C(=O)OC(C(COCC(C)C)(C)C)C(C)C)=CC=CC1)(=O)OCC1=CC=CC=C1